C(C)(C)OC1=C2C(=NN(C2=CC=C1)C(C1=CC=CC=C1)(C1=CC=CC=C1)C1=CC=CC=C1)C=1C=C(C(N(N1)C)=O)N1CCOCC1 6-(4-Isopropoxy-1-trityl-1H-indazol-3-yl)-2-methyl-4-morpholinopyridazin-3(2H)-one